C(N)(OCCCC(C1=NC=2CCNCC2C=C1C(F)(F)F)C(C)(C)C)=O (tert-butyl 4-(3-(trifluoromethyl)-5,6,7,8-tetrahydro-1,6-naphthyridin-2-yl) butyl) carbamate